(2SR,4aSR,8aRS)-5,5,8a-trimethyldeca-hydronaphthalen-2-yl acetate C(C)(=O)O[C@@H]1C[C@]2(CCCC([C@@H]2CC1)(C)C)C |r|